C(C)(C)(C)OC(=O)N1CC(C1)N1CCC(CC1)[C@@H]1CCNC=2N1N=C(C2C(N)=O)C2=CC=C(C=C2)OC2=CC=CC=C2 3-[4-[(7S)-3-carbamoyl-2-(4-phenoxyphenyl)-4,5,6,7-tetrahydropyrazolo[1,5-a]pyrimidin-7-yl]-1-piperidinyl]azetidine-1-carboxylic acid tert-butyl ester